(R)-5-((1-(2-(1-((5-bromo-2-nitropyridin-3-yl)oxy)ethyl)-4-fluorophenyl)-3-(difluoromethyl)-1H-pyrazol-5-yl)methyl)-1-methyl-1H-pyrazole BrC=1C=C(C(=NC1)[N+](=O)[O-])O[C@H](C)C1=C(C=CC(=C1)F)N1N=C(C=C1CC1=CC=NN1C)C(F)F